BrC=1C=C(C=CC1)[C@H](C)NC(=O)C1=CC=C2C(=C(N(C2=C1)C)C)CC=1C=C(OC(C(=O)OC)(C)C)C=CC1 methyl (S)-2-(3-((6-((1-(3-bromophenyl)ethyl)carbamoyl)-1,2-dimethyl-1H-indol-3-yl)methyl)phenoxy)-2-methylpropanoate